3-hydroxy-isobutyryl-CoA OCC(C(=O)SCCNC(CCNC([C@@H](C(COP(OP(OC[C@@H]1[C@H]([C@H]([C@@H](O1)N1C=NC=2C(N)=NC=NC12)O)OP(=O)(O)O)(=O)O)(=O)O)(C)C)O)=O)=O)C